[Li].[K].O water potassium lithium